CCCCCCCCC1C(O1)CCCCCCCC(=O)O The molecule is an epoxy fatty acid consisting of octadecanoic (stearic) acid with a single epoxide located between positions 9 and 10. It has a role as a human metabolite. It is a conjugate acid of a 9,10-epoxyoctadecanoate.